2-(2-(4-Amino-1-(tert-butyl)-1H-pyrazolo[3,4-d]pyrimidin-3-yl)-3-chloro-1H-indol-6-yl)propan-2-ol NC1=C2C(=NC=N1)N(N=C2C=2NC1=CC(=CC=C1C2Cl)C(C)(C)O)C(C)(C)C